N-(3-hydroxy-2-methyl-4-phenylbutan-2-yl)thieno[3,2-b]pyridine-6-carboxamide OC(C(C)(C)NC(=O)C=1C=C2C(=NC1)C=CS2)CC2=CC=CC=C2